(7-methyl-2-thioxo-2,3,4,5-tetrahydro-1H-1-benzazepin-4-yl)carbamic acid tert-butyl ester C(C)(C)(C)OC(NC1CC(NC2=C(C1)C=C(C=C2)C)=S)=O